4-methylphthalic acid CC=1C=C(C(C(=O)O)=CC1)C(=O)O